[Na+].S1C(=NC2=C1C=CC=C2)SCCCS(=O)(=O)[O-] 3-(2-benzthiazolylthio)-1-propanesulfonic acid sodium salt